2-((6-amino-1-methyl-2-oxo-1,2-dihydro-1,8-naphthyridin-3-yl)oxy)-N-methylacetamide NC=1C=C2C=C(C(N(C2=NC1)C)=O)OCC(=O)NC